5-[4-(chloromethyl)-5-methyl-1,2-oxazol-3-yl]2-methylpyridine ClCC=1C(=NOC1C)C=1C=CC(=NC1)C